(2-((4-(1-isopropyl-1H-benzo[d][1,2,3]triazol-6-yl)pyridin-2-yl)amino)pyridin-4-yl)(4-methylpiperazin-1-yl)methanone C(C)(C)N1N=NC2=C1C=C(C=C2)C2=CC(=NC=C2)NC2=NC=CC(=C2)C(=O)N2CCN(CC2)C